C(N)(=O)C1=C(C(=CC(=C1)Cl)C)NC(=O)C=1N(N=C(C1)CN1N=C(N=N1)C1=C(C=C(C=C1)Cl)Cl)C1=NC=CC=C1Cl N-(2-carbamoyl-4-chloro-6-methyl-phenyl)-2-(3-chloro-2-pyridyl)-5-[[5-(2,4-dichlorophenyl)tetrazol-2-yl]methyl]pyrazole-3-carboxamide